NCCNC1=CC=C(C=N1)S(=O)(=O)N1CCC2(CC(CO2)NC[C@@H](COC=2C=C(C=CC2)S(=O)(=O)NC)O)CC1 3-((2S)-3-(8-(6-(2-aminoethylamino)pyridin-3-ylsulfonyl)-1-oxa-8-azaspiro[4.5]decan-3-ylamino)-2-hydroxypropoxy)-N-methylbenzenesulfonamide